N-(5-Fluoropyridin-2-yl)-5-(1-methyl-1H-pyrazol-4-yl)pyrazolo[1,5-a]pyridine-7-carboxamide FC=1C=CC(=NC1)NC(=O)C1=CC(=CC=2N1N=CC2)C=2C=NN(C2)C